FC1=CC=C(C=C1)C1=C(C=C2CNC(C2=C1)=O)OC([2H])([2H])C=1C=NC(=CC1)C 6-(4-fluorophenyl)-5-((6-methylpyridin-3-yl)methoxy-d2)isoindolin-1-one